OCCOC1=CC=C(C=C1)N1CCN(CC1)CCN(C(OC(C)(C)C)=O)C tert-butyl (2-{4-[4-(2-hydroxyethoxy)phenyl]piperazin-1-yl}ethyl)methylcarbamate